FC=1C=C2C=C(NC2=CC1F)C(=O)N1[C@H](CN(CC1)C(=O)OC(C)(C)C)C tert-butyl (S)-4-(5,6-difluoro-1H-indole-2-carbonyl)-3-methylpiperazine-1-carboxylate